CC(C(=O)OC1=C(C=C(C=C1)CO)[C@H](CCN(C(C)C)C(C)C)C1=CC=CC=C1)C [2-[(1R)-3-[di(propan-2-yl)amino]-1-phenylpropyl]-4-(hydroxymethyl)phenyl] 2-methylpropanoate